C1(=CC=CC=C1)OC(/C(=C\N(CCC)CCC)/C(F)(F)F)=O (E)-3-(dipropylamino)-2-(trifluoromethyl)acrylic acid phenyl ester